CC1=C(OC(C)O)C(=CC=C1)C (2,6-dimethylphenoxy)ethanol